FC1=CC=C(CCOS(=O)(=O)C2=CC=C(C=C2)C)C=C1 4-Methylbenzenesulfonic acid p-fluorophenethyl ester